tert-butyl (2S)-2-([[4-(ethoxycarbonyl)cyclohexyl]oxy]methyl)pyrrolidine-1-carboxylate C(C)OC(=O)C1CCC(CC1)OC[C@H]1N(CCC1)C(=O)OC(C)(C)C